Nomega-amino-L-arginine NNC(NCCC[C@H](N)C(=O)O)=N